O1C(=CC2=C1C=CC=C2)C(N2CCC(CC2)C2=C(C=CC(=C2)C)C)C2=NN=NN2C(C)(C)C 1-(benzofuran-2-yl(1-(tert-butyl)-1H-tetrazol-5-yl)methyl)-4-(2,5-dimethylphenyl)piperidine